3-methylbutane-1-thiol CC(CCS)C